NC1=NC=2C=CC(=CC2C2=C1COC2)C(=O)N(CC2=NC=C(C=C2)C(F)(F)F)[C@@H]2C=1N(CCC2)N=CN1 4-amino-N-((8S)-5,6,7,8-tetrahydro[1,2,4]triazolo[1,5-a]pyridin-8-yl)-N-((5-(trifluoromethyl)-2-pyridinyl)methyl)-1,3-dihydrofuro[3,4-c]quinoline-8-carboxamide